(3R)-1-(6-Chloro-7-(8-ethyl-7-fluoro-3-hydroxynaphthalen-1-yl)-8-fluoro-2-(((2R,7aS)-2-fluorotetrahydro-1H-pyrrolizin-7a(5H)-yl)methoxy)quinazolin-4-yl)-3-methylpiperidin-3-ol ClC=1C=C2C(=NC(=NC2=C(C1C1=CC(=CC2=CC=C(C(=C12)CC)F)O)F)OC[C@]12CCCN2C[C@@H](C1)F)N1C[C@@](CCC1)(O)C